N1N=C(N=C1)C1=NOC(=NO1)C1=NNC=N1 3,6-bis(1,2,4-triazole-3-yl)-1,4,2,5-dioxadiazine